BrC1=C(C=C(C=C1)NC(/C=N/O)=O)OC (E)-N-(4-Bromo-3-methoxyphenyl)-2-(hydroxyimino)acetamide